BrC=1C=C2C(NC=NC2=CC1O[C@@H]1COCC1)=O (S)-6-bromo-7-((tetrahydrofuran-3-yl)oxy)quinazolin-4(3H)-one